C1(CC1)N([C@H]1CN(CCC1)C(=O)OCC1C2=CC=CC=C2C=2C=CC=CC12)CC1=C(C=C(C=C1)OC)OC 9H-fluoren-9-ylmethyl (3R)-3-[cyclopropyl-[(2,4-dimethoxyphenyl)methyl]amino]piperidine-1-carboxylate